(R)-2-methyl-N-((S)-5-phenyl-1,3-dihydrospiro[indene-2,4'-piperidin]-3-yl)propane-2-Sulfenamide CC(C)(C)SN[C@@H]1C2=CC(=CC=C2CC12CCNCC2)C2=CC=CC=C2